C(C1=CC=CC=C1)OC1=NC(=CC=C1C1=NN(C2=CC(=CC=C12)C1CCN(CC1)C[C@H]1[C@@H](CN(CC1)C(=O)OC(C)(C)C)C)C)OCC1=CC=CC=C1 tert-butyl (3S,4R)-4-((4-(3-(2,6-bis(benzyloxy)pyridin-3-yl)-1-methyl-1H-indazol-6-yl)piperidin-1-yl)methyl)-3-methylpiperidine-1-carboxylate